N-(benzothien-5-yl)cyclopropanesulfonamide S1C=CC2=C1C=CC(=C2)NS(=O)(=O)C2CC2